1,2-Dimethoxyethane dysprosium [Dy].COCCOC